C1(CCC1)C1=CC(=C(C(=O)N2CCC(CC2)C2=C(C#N)C=CC=C2)C=C1C1=NN=C(N1)COC)CC (1-(4-cyclobutyl-2-ethyl-5-(5-(methoxymethyl)-4H-1,2,4-triazol-3-yl)benzoyl)piperidin-4-yl)benzonitrile